((6-(difluoromethoxy)-2-(3'-(5,6-dihydro-4H-pyrrolo[3,4-d]oxazol-2-yl)-2,2'-dimethyl-[1,1'-biphenyl]-3-yl)benzo[d]oxazol-5-yl)methyl)proline FC(OC1=CC2=C(N=C(O2)C=2C(=C(C=CC2)C2=C(C(=CC=C2)C=2OC3=C(N2)CNC3)C)C)C=C1CN1[C@@H](CCC1)C(=O)O)F